N-((5-(5-(difluoromethyl)-1,3,4-oxadiazol-2-yl)pyridin-2-yl)methyl)-3-fluoro-N-(3-fluorophenyl)-1'-propyl-[1,3'-biazetidine]-3-carboxamide FC(C1=NN=C(O1)C=1C=CC(=NC1)CN(C(=O)C1(CN(C1)C1CN(C1)CCC)F)C1=CC(=CC=C1)F)F